2-Amino-N-((3R,6S)-6-(2-hydroxypropan-2-yl)tetrahydro-2H-pyran-3-yl)-5-(4-((1R,5S)-3-(Tetrahydro-2H-pyran-4-yl)-3-azabicyclo[3.1.0]hexan-1-yl)phenyl)nicotinamide NC1=C(C(=O)N[C@H]2CO[C@@H](CC2)C(C)(C)O)C=C(C=N1)C1=CC=C(C=C1)[C@@]12CN(C[C@H]2C1)C1CCOCC1